BrC=1C=C(C2=C(N(N=C2C1)C)C=1C=C2C(CNC(C2=C(C1)OC(F)F)=O)C)C#N 6-bromo-3-[8-(difluoromethoxy)-4-methyl-1-oxo-3,4-dihydro-2H-isoquinolin-6-yl]-2-methylindazole-4-carbonitrile